1-methyl-1-vinyl-1-silacyclohexane C[Si]1(CCCCC1)C=C